4-(piperidin-4-ylsulfonyl)morpholine N1CCC(CC1)S(=O)(=O)N1CCOCC1